NCC[C@H](C(=O)NC=1C=C(N(C1)C)C(=O)OCC=C)NC(=O)OC(C)(C)C prop-2-en-1-yl 4-[(2R)-4-amino-2-[(tert-butoxycarbonyl)amino]butanamido]-1-methylpyrrole-2-carboxylate